N-(1-(2,5-dimethylphenyl)-1H-pyrazol-5-yl)pyrazolo[1,5-a]pyrimidine-3-carboxamide CC1=C(C=C(C=C1)C)N1N=CC=C1NC(=O)C=1C=NN2C1N=CC=C2